CN1N=C(C=C1)C1=CC(=C(C(=O)N[C@@H]2CNCC[C@H]2C2=CC(=C(C=C2)F)F)C=C1)F 4-(1-methyl-1H-pyrazol-yl)-N-((3S,4S)-4-(3,4-difluorophenyl)piperidin-3-yl)-2-fluorobenzamide